FC1=C2C=CNC2=CC(=C1OC1=CC(=C(C=C1)F)I)F 4,6-difluoro-5-(4-fluoro-3-iodo-phenoxy)-1H-indole